ClC=1C=C2C=CC(=NC2=CC1)NC(=O)[C@@H]1CC[C@H](CC1)NC(OC(C)(C)C)=O trans-tert-butyl 4-(6-chloroquinolin-2-ylcarbamoyl)cyclohexylcarbamate